N-((3-(4-fluoro-1H-pyrazol-1-yl)azetidin-3-yl)methyl)-2-(trifluoromethyl)-[1,2,4]triazolo[1,5-a]pyridin-5-amine FC=1C=NN(C1)C1(CNC1)CNC1=CC=CC=2N1N=C(N2)C(F)(F)F